ClC1=C(C=NN1C)NC=1N=C(C2=C(N1)NC=C2)NC=2C(=C1N=CC=NC1=CC2)P(C)(C)=O (6-((2-((5-chloro-1-methyl-1H-pyrazol-4-yl)amino)-7H-pyrrolo[2,3-d]pyrimidin-4-yl)amino)quinoxalin-5-yl)dimethylphosphine oxide